5-bromo-3-methylfuran-2(5H)-one BrC1C=C(C(O1)=O)C